propylmethyltrimethoxysilane C(CC)CO[Si](OC)(OC)C